ClC=1C=C(C=CC1F)[C@]1(CC[C@H]2N(CCN(C2)C(=O)C2=C(C(=CC=C2)N2CC(C2)CO)Cl)C1)O [(7S,9aR)-7-(3-chloro-4-fluorophenyl)-7-hydroxy-3,4,6,8,9,9a-hexahydro-1H-pyrido[1,2-a]pyrazin-2-yl]-[2-chloro-3-[3-(hydroxymethyl)azetidin-1-yl]phenyl]methanone